FC1(CCN(CC1)C1=NC2=CC(=C(C=C2C(=N1)NS(=O)(=O)C)OC)C#CCN1CCCC1)F N-(2-(4,4-difluoropiperidin-1-yl)-6-methoxy-7-(3-(pyrrolidin-1-yl)prop-1-yn-1-yl)quinazolin-4-yl)methanesulfonamide